C(C)(C)(C)OC(=O)N1CC(C(=CC1)O[Si](CC)(CC)CC)(C)F 3-fluoro-3-methyl-4-((triethylsilyl)oxy)-3,6-dihydropyridine-1(2H)-carboxylic acid tert-butyl ester